2-(3-fluorobenzamido)-3-methoxy-N-(2-morpholinoethyl)benzamide FC=1C=C(C(=O)NC2=C(C(=O)NCCN3CCOCC3)C=CC=C2OC)C=CC1